C1CC12N(CCC2)CCNC(=O)C=2C=C(C(=NC2)C)NC(=O)C=2C=NN1C2SC(=C1)C=1C=NN2C1COCC2 N-(5-((2-(4-azaspiro[2.4]heptan-4-yl)ethyl)carbamoyl)-2-methylpyridin-3-yl)-2-(6,7-dihydro-4H-pyrazolo[5,1-c][1,4]oxazin-3-yl)pyrazolo[5,1-b]thiazole-7-carboxamide